N-(2-bromo-5-oxo-12-oxa-3-thia-6-azatricyclo[6.4.1.04,13]trideca-1,4(13),7-trien-7-yl)-N-methyl-acetamide BrC1=C2OCCCC3=C(NC(C(S1)=C23)=O)N(C(C)=O)C